[Na+].COC(=O)C(CS(=O)(=O)[O-])=CC1=CC=CC=C1 2-(methoxycarbonyl)-3-phenylpropan-2-ene-1-sulfonate sodium